[Na].ClC=1C=C(C=C(C1)OC)NC(NS(N(C1CCOCC1)C=1C=NN(C1)C)(=O)=O)=O 3-(3-chloro-5-methoxyphenyl)-1-[(1-methyl-1H-pyrazol-4-yl)(oxan-4-yl)sulfamoyl]urea Sodium Salt